6-((1-oxa-2-azaspiro[4.5]dec-2-en-3-yl)methyl)-4-(4-(3-fluoro-4-methylphenyl)-1H-1,2,3-triazol-1-yl)-2-(hydroxymethyl)-5-methoxytetrahydro-2H-pyran-3-ol O1N=C(CC12CCCCC2)CC2C(C(C(C(O2)CO)O)N2N=NC(=C2)C2=CC(=C(C=C2)C)F)OC